C(C1=CC=CC=C1)N1CCC=2C(=C(C=NC2C1)NC(OC(C)(C)C)=O)Cl tert-butyl (7-benzyl-4-chloro-5,6,7,8-tetrahydro-1,7-naphthyridin-3-yl)carbamate